C(#N)C=1C=CC(=C2C=CC=NC12)O[C@@H]1CC[C@H](CC1)NC(OC(C)(C)C)=O Tert-Butyl trans-4-((8-cyanoquinolin-5-yl)oxy)cyclohexylcarbamate